1-[(1R,4R)-4-[5-(2,6-DIOXOPIPERIDIN-3-YL)-2H-INDAZOL-2-YL]CYCLOHEXANECARBONYL]PIPERIDINE-4-CARBOXYLIC ACID HYDROCHLORIDE Cl.O=C1NC(CCC1C1=CC2=CN(N=C2C=C1)C1CCC(CC1)C(=O)N1CCC(CC1)C(=O)O)=O